Dimethyl 5-(2-((4-cyano-4-(3,4-dimethoxyphenyl)-5-methylhexyl)(methyl)amino)ethyl)isophthalate C(#N)C(CCCN(CCC=1C=C(C=C(C(=O)OC)C1)C(=O)OC)C)(C(C)C)C1=CC(=C(C=C1)OC)OC